1-ethylimidazole sodium [Na].C(C)N1C=NC=C1